2-(3,4-dimethoxyphenyl)-N-(3-(4-(2,3-dimethylphenyl)piperazin-1-yl)propyl)-1-((1r,3s)-3-(methylcarbamoyl)cyclobutyl)-1H-benzo[d]imidazole-6-carboxamide COC=1C=C(C=CC1OC)C1=NC2=C(N1C1CC(C1)C(NC)=O)C=C(C=C2)C(=O)NCCCN2CCN(CC2)C2=C(C(=CC=C2)C)C